cis-3-(4-(methoxycarbonyl)phenyl)-1-propyl-2,3-dihydro-1H-indene-1-carboxylic acid COC(=O)C1=CC=C(C=C1)[C@@H]1C[C@@](C2=CC=CC=C12)(C(=O)O)CCC